3-(3,4,6-Tribenzyl-phenyl)phenol C(C1=CC=CC=C1)C=1C=C(C(=CC1CC1=CC=CC=C1)CC1=CC=CC=C1)C=1C=C(C=CC1)O